C(CC)OC=1C=CC2=C(SC3=C2C=CC=C3F)C1F 3-propoxy-4,6-difluorodibenzo[B,d]thiophene